OC1(CCC(CC1)C1=CC=CC=C1)C=1C(=NC=CC1)NC(OC(C)(C)C)=O tert-butyl [3-(1-hydroxy-4-phenylcyclohexyl)pyridin-2-yl]carbamate